CN(C1=NC=2N(C3=CC=CC=C13)C=NN2)C2=CC(=CC=C2)C=2C=NN(C2)C N-methyl-N-(3-(1-methyl-1H-pyrazol-4-yl)phenyl)-[1,2,4]triazolo[4,3-a]quinazolin-5-amine